[4-[(1R,2S)-2-aminocyclopropyl]phenyl]-4-(4-methylpiperazin-1-yl)benzamide N[C@@H]1[C@H](C1)C1=CC=C(C=C1)C1=C(C(=O)N)C=CC(=C1)N1CCN(CC1)C